BrC=1C=2C3=C(C=NC2C(=C(C1OC)Cl)Cl)CN[C@H]3C (S)-9-bromo-6,7-dichloro-8-methoxy-1-methyl-2,3-dihydro-1H-pyrrolo[3,4-c]quinoline